5-((1-(1-Methyl-1H-imidazol-4-yl)-1H-indazol-6-yl)oxy)-5,6,7,8-tetrahydronaphthalene-2-carbonitrile CN1C=NC(=C1)N1N=CC2=CC=C(C=C12)OC1C=2C=CC(=CC2CCC1)C#N